F[C@@H]1C[C@H](N(C1)C(=O)C1=NN(C(=C1)OC)C)C(=O)N[C@H](C1=CC=C(C=C1)C(C)C)C1=CC=CC=C1 (2S,4R)-4-fluoro-1-(5-methoxy-1-methyl-1H-pyrazole-3-carbonyl)-N-[(S)-phenyl[4-(propan-2-yl)phenyl]methyl]pyrrolidine-2-carboxamide